FC1=CC=C(C=C1)CC(=O)N1CC2(C1)CN(C2)CCC2=CC(=CC=C2)F 2-(4-Fluoro-phenyl)-1-{6-[2-(3-fluoro-phenyl)-ethyl]-2,6-diaza-spiro[3.3]hept-2-yl}-ethanone